[C@@H](C)(CC)C1=CC=C(C=C1)SC (R)-(4-(sec-butyl)phenyl)(methyl)sulfane